1-tert-butyl 4-ethyl (4S,5S)-5-(4-methoxyphenyl)-2-methylazepane-1,4-dicarboxylate COC1=CC=C(C=C1)[C@@H]1[C@H](CC(N(CC1)C(=O)OC(C)(C)C)C)C(=O)OCC